C1(CC1)N1N=CC(=C1)C=1C(=CC=2N(C1)C(=CN2)C2=CC=CC(=N2)N[C@H]2CNC[C@@H]2C(F)(F)F)OC 6-(6-(1-cyclopropyl-1H-pyrazol-4-yl)-7-methoxy-imidazo[1,2-a]pyridin-3-yl)-N-((3R,4S)-4-(trifluoromethyl)-pyrrolidin-3-yl)pyridin-2-amine